C(=CCCCCCCCCCCCCCCCC)N1C(=C(C(C2=C(C=C(C=C12)OC)OCC=C)=O)OCC=C)C1=CC(=C(C=C1)OCC=C)OC N-octadecenyl-2-(3-methoxy-4-(2-propen-1-yloxy)-phenyl)-7-methoxy-3,5-di-(2-propen-1-yloxy)-quinolin-4-one